O1C(=CC=C1)C=1C=CC(=C(C1)NC1=NC=NC2=CC(=C(C=C12)N1CC2(CN(C2)C(C=C)=O)C1)OC)OC 1-(6-(4-((5-(furan-2-yl)-2-methoxyphenyl)amino)-7-methoxy-quinazolin-6-yl)-2,6-diazaspiro[3.3]heptan-2-yl)prop-2-en-1-one